2-[6-(ethoxycarbonyl)-1-[2-(4-iodophenyl)ethyl]-5-methyl-2,4-dioxo-1H,2H,3H,4H-thieno[2,3-d]pyrimidin-3-yl]-2-methylpropionic acid C(C)OC(=O)C1=C(C2=C(N(C(N(C2=O)C(C(=O)O)(C)C)=O)CCC2=CC=C(C=C2)I)S1)C